C(C)(C)(C)OC(=O)N1CC(=CCC1)B1OC(C(O1)(C)C)(C)C tert-butyl-3-(4,4,5,5-tetramethyl-1,3,2-dioxaborolan-2-yl)-5,6-dihydropyridine-1(2H)-carboxylate